5-bromo-2-chloro-oxazolo[4,5-b]pyridine BrC1=CC=C2C(=N1)N=C(O2)Cl